C(C(O)CC(=O)O)(=O)O maloic acid